F[B-](F)(F)F.C(#N)N1CC=C(C=C1)N(C)C 1-cyano-4-(dimethylamino)-pyridine tetrafluoroborate